3-methyl-3-(cyclohexylmethyl)-1-(methylsulfonyl)-5-bromoindoline CC1(CN(C2=CC=C(C=C12)Br)S(=O)(=O)C)CC1CCCCC1